CN1C(CCC1C)=O 1,5-dimethyl-pyrrolidone